[SiH2]1OC(CCSSSSCCC1[Si](OCC)(OCC)OCC)[Si](OCC)(OCC)OCC SiloxanBis[3-(Triethoxysilyl)propyl]tetrasulfid